4-((2-(4-Cyclopropyl-6-methoxypyrimidin-5-yl)-7-oxopyrido[2,3-d]pyrimidin-8(7H)-yl)methyl)piperidine-1-carboxylic acid tert-butyl ester C(C)(C)(C)OC(=O)N1CCC(CC1)CN1C(C=CC2=C1N=C(N=C2)C=2C(=NC=NC2OC)C2CC2)=O